CC1=NC(=NC=C1)C1=CC(=CC(=C1)C1=NC=CC(=N1)C)C1=NC=CC(=N1)C 1,3,5-tris(4-methylpyrimidinyl)benzene